FC1=C(C=C(C=C1)NC(=O)C=1N(C=C2C1OCC1C(NS2(=O)=O)CNC1)C)C N-(4-fluoro-3-methylphenyl)-7-methyl-2,3,3a,4,10,10a-hexahydro-1H,7H-dipyrrolo[3,4-b:3',4'-f][1,4,5]oxathiazocine-8-carboxamide 5,5-dioxide